(1-butyl-2-oxo-1,2-dihydropyridin-4-yl)boronic acid C(CCC)N1C(C=C(C=C1)B(O)O)=O